5-chloro-3-methyl-7-morpholinothieno[3,2-b]pyridine-2-carbaldehyde ClC1=CC(=C2C(=N1)C(=C(S2)C=O)C)N2CCOCC2